N-(1-hydroxypropan-2-yl)-2-(1-methyl-1H-pyrazol-4-yl)-3-oxo-6-[4-(trifluoromethyl)phenyl]-2,3-dihydropyridazine-4-carboxamide OCC(C)NC(=O)C=1C(N(N=C(C1)C1=CC=C(C=C1)C(F)(F)F)C=1C=NN(C1)C)=O